CO[C@@H]1CC[C@H](CC1)NC1=NC=C(C(=N1)S(=O)C)C(=O)N 2-(trans-4-methoxycyclohexylamino)-4-(methylsulfinyl)pyrimidine-5-carboxamide